1-(2-morpholinoethyl)-1H-indazole O1CCN(CC1)CCN1N=CC2=CC=CC=C12